CNC1=NC=CC(=N1)C1=CC=2C(NCCC2N1)=O 2-[2-(methylamino)pyrimidin-4-yl]-1H,5H,6H,7H-pyrrolo[3,2-c]Pyridin-4-one